tert-butyl 6-(2-{[(benzyloxy)carbonyl]amino}ethyl)-2,6-diazaspiro[3.3]heptane-2-carboxylate C(C1=CC=CC=C1)OC(=O)NCCN1CC2(CN(C2)C(=O)OC(C)(C)C)C1